Cl.FC=1C(=NC(=NC1)NC1=CC=C(C=C1)N1CCN(CC1)C)N1OCCC1C1=CC=CC=C1 5-fluoro-N-(4-(4-methylpiperazin-1-yl)phenyl)-4-(3-phenylisoxazolidin-2-yl)pyrimidin-2-amine hydrochloride